C(C)(=O)N[C@H]1[C@H](CC[C@H](C1)NC(C)(C)C)N1C([C@H](CC1)NC1=NC(=NC2=CC=C(C=C12)C(F)(F)F)C=1CCN(CC1)C(=O)OC(C)(C)C)=O tert-Butyl 4-(4-(((S)-1-((1S,2R,4R)-2-acetamido-4-(tert-butylamino)cyclohexyl)-2-oxopyrrolidin-3-yl)amino)-6-(trifluoromethyl)quinazolin-2-yl)-3,6-dihydropyridine-1(2H)-carboxylate